P1CCCCCCCCCCCCCC1 phosphacyclopentadecane